4-(4-bromobutoxy)-9H-carbazole BrCCCCOC1=CC=CC=2NC3=CC=CC=C3C12